(R)-3-(((3-chloropyrazin-2-yl)methyl)carbamoyl)piperidine-1-carboxylic acid tert-butyl ester C(C)(C)(C)OC(=O)N1C[C@@H](CCC1)C(NCC1=NC=CN=C1Cl)=O